C(C)(C)(C)OC(=O)N1CCC(CC1)C1=CC=2NC(=C(C2S1)C(C)C)C=1C=C(C=2N(C1)N=CN2)OC 4-(6-isopropyl-5-(8-methoxy-[1,2,4]triazolo[1,5-a]pyridin-6-yl)-4H-thieno[3,2-b]pyrrol-2-yl)piperidine-1-carboxylic acid tert-butyl ester